2-((S)-4-(7-(8-Chloronaphthalen-1-yl)-2-(((2S,7aR)-2-fluorotetrahydro-1H-pyrrolizin-7a(5H)-yl)methoxy)-5,6,7,8-Tetrahydro-1,7-naphthyridin-4-yl)piperazin-2-yl)acetonitrile ClC=1C=CC=C2C=CC=C(C12)N1CCC=2C(=CC(=NC2C1)OC[C@@]12CCCN2C[C@H](C1)F)N1C[C@@H](NCC1)CC#N